9β,10α-cholesta-5,7-diene-3β,20-diol CC(C)CCC[C@@](C)([C@H]1CC[C@H]2C3=CC=C4C[C@H](CC[C@@]4(C)[C@@H]3CC[C@]12C)O)O